6-(3-amino-2,5-difluorophenoxy)-3,5-dimethylquinazolin-4(3H)-one NC=1C(=C(OC=2C(=C3C(N(C=NC3=CC2)C)=O)C)C=C(C1)F)F